BrC1=C(C(=C(NCC(C)C)C=C1)[N+](=O)[O-])C 1-(4-bromo-3-methyl-2-nitroanilino)-2-methylpropan